C(C)(C)(C)OC(=O)N1C(C2=C(CC1)N(N=C2)C2=CC(=NC=C2)Br)=O 1-(2-bromopyridin-4-yl)-4-oxo-1,4,6,7-tetrahydro-5H-pyrazolo[4,3-c]pyridine-5-carboxylic acid tert-butyl ester